CNC1CN(C1)C1=NC(=NC=C1)N 3-(methylamino)azetidin-1-ylpyrimidin-2-amine